5-(2-methyl-4-phenoxyphenyl)-N-((1s,2s)-2-(methylamino)cyclopentyl)-4-oxo-4,5-dihydro-3H-1-thia-3,5,8-triazaacenaphthylene-2-carboxamide CC1=C(C=CC(=C1)OC1=CC=CC=C1)N1C(NC2=C(SC=3N=CC=C1C32)C(=O)N[C@@H]3[C@H](CCC3)NC)=O